4-(4-Amino-7-(1-isobutyrylpiperidin-4-yl)pyrrolo[2,1-f][1,2,4]triazin-5-yl)phenyl-6-methyl-2-oxo-1-phenyl-5-pyrimidin-2-yl-1,2-dihydropyridin NC1=NC=NN2C1=C(C=C2C2CCN(CC2)C(C(C)C)=O)C2=CC=C(C=C2)C=2C(N(C(=C(C2)C2=NC=CC=N2)C)C2=CC=CC=C2)=O